BrN1C(N(C(NC1=O)=O)Br)=O 1,3-dibromo-1,3,5-triazinan-2,4,6-trione